5-(((2-(dimethylamino)quinolin-7-yl)oxy)methyl)tetrahydrofuran-3,4-diol CN(C1=NC2=CC(=CC=C2C=C1)OCC1C(C(CO1)O)O)C